N1=CC(=CC=C1)C1=CC=C2C=C(NC2=C1)C(=O)NCCCNC(OC(C)(C)C)=O tert-Butyl (3-(6-(pyridin-3-yl)-1H-indole-2-carboxamido)propyl)carbamate